6-(4-((2S,6S)-4-isopropyl-2,6-dimethylpiperazin-1-yl)phenyl)-1-methyl-2-(4-(methylsulfonyl)phenyl)-1H-pyrrolo[3,2-b]pyridine C(C)(C)N1C[C@@H](N([C@H](C1)C)C1=CC=C(C=C1)C=1C=C2C(=NC1)C=C(N2C)C2=CC=C(C=C2)S(=O)(=O)C)C